5-[2,6-dichloro-4-[6-(difluoromethyl)-3,5-dioxo-1,2,4-triazin-2-yl]phenoxy]-2-hydroxy-N-(2-methoxyethyl)benzenesulfonamide ClC1=C(OC=2C=CC(=C(C2)S(=O)(=O)NCCOC)O)C(=CC(=C1)N1N=C(C(NC1=O)=O)C(F)F)Cl